2-nitro-3-benzoquinone [N+](=O)([O-])C1C(C=CCC1=O)=O